N-Boc-6-(1-(tert-Butoxycarbonyl)-1,2,3,6-tetrahydropyridin-4-yl)-4-((4-phenoxyphenyl)amino)isoindolin-1-one C(=O)(OC(C)(C)C)N1C(C2=CC(=CC(=C2C1)NC1=CC=C(C=C1)OC1=CC=CC=C1)C=1CCN(CC1)C(=O)OC(C)(C)C)=O